C[Si](C)(C)C(C(C(=O)O)N)(C)[Si](C)(C)C Bis(trimethylsilyl)2-aminobutyric acid